IC[C@@H]1NC2=C(C=C(C=C2C1)S(=O)(=O)N)[N+](=O)[O-] (R)-2-(iodomethyl)-7-nitroindoline-5-sulfonamide